sulfydryl-4,4'-bipyridine SC1=NC=CC(=C1)C1=CC=NC=C1